COC(=O)C1=CC(=NN1CC(=O)OCC)S(=O)(=O)Cl 3-(chlorosulfonyl)-1-(2-ethoxy-2-oxoethyl)-1H-pyrazole-5-carboxylic acid methyl ester